FC(CN1CCN(CC1)C1=C(C=C2CN(C(C2=C1)=O)C[C@H](C(C)(C)O)F)NC(=O)C=1C=NN2C1N=CC=C2)F (R)-N-(6-(4-(2,2-difluoroethyl)piperazin-1-yl)-2-(2-fluoro-3-hydroxy-3-methylbutyl)-1-oxoisoindolin-5-yl)pyrazolo[1,5-a]pyrimidine-3-carboxamide